OC(CN1C=NC2=C(C1=O)C=C(N=C2C=2C=NN(C2)C)C=2C=NN(C2)C)(C)C 3-(2-hydroxy-2-methylpropyl)-6,8-bis(1-methyl-1H-pyrazol-4-yl)pyrido[3,4-d]pyrimidin-4(3H)-one